FC1([C@@H](C1)C(=O)N1C(OC[C@H]1C1=CC=CC=C1)=O)F (4R)-3-(((1S)-2,2-difluorocyclopropyl)carbonyl)-4-phenyl-1,3-oxazolidin-2-one